CC1(CC2(CNCC2)CC=2C=NOC21)C 7,7-dimethyl-6,7-dihydro-4H-spiro[benzo[d]isoxazole-5,3'-pyrrolidine]